NC=1C=C(OC=2C(=C(C=CC2)S(=O)(=O)C2=C(C(=CC=C2)OC2=CC(=CC=C2)N)OC2=CC(=CC=C2)N)OC2=CC(=CC=C2)N)C=CC1 bis(3-aminophenoxy)phenylsulfone